C(C)(C)(C)OC(=O)[C@@H]1C[C@@H](C1)OCCN cis-tert-butyl-3-(2-aminoethoxy)cyclobutane-1-carboxylate